N-Boc-1,4-cycloheptanediamine C(=O)(OC(C)(C)C)NC1CCC(CCC1)N